NC=1SC(=C(C1C(=O)NCC1=CC=CC2=CC=CC=C12)C)C1=CC(=CC=C1)C(F)(F)F 2-Amino-4-methyl-N-(naphthalen-1-ylmethyl)-5-(3-(trifluoromethyl)phenyl)thiophene-3-carboxamide